O=C1NC(CNCCNCCNC1)P(O)(=O)O 3-oxo-2,5,8,11-tetraazacyclododecanephosphonic acid